CC1([C@H](CC1)N)C (1S)-2,2-dimethylcyclobutanamine